NC1=C(C(=O)NC2=NC=CC=C2)C=CC=C1 amino-N-(pyridin-2-yl)benzamide